N-(2-(2-hydroxyethoxy)ethyl)-1-methyl-2-((6-(pyrrolidin-1-yl)benzo[d]oxazol-2-yl)amino)-1H-benzo[d]imidazole-5-carboxamide OCCOCCNC(=O)C1=CC2=C(N(C(=N2)NC=2OC3=C(N2)C=CC(=C3)N3CCCC3)C)C=C1